FC(C1=NN=C(O1)C=1C=CC(=NC1)CN1C(C2=C(C=CC=C2C(C1=O)(C)C)C=1OC=CC1)=O)F 2-((5-(5-(difluoromethyl)-1,3,4-oxadiazole-2-yl)pyridine-2-yl)methyl)-8-(furan-2-yl)-4,4-dimethylisoquinoline-1,3(2H,4H)-dione